The molecule is a glycosylarabinose consisting of D-mannopyranose and D-arabinofuranose joined in sequence by a (1->5) glycosidic bond. It is a glycosylarabinose and a partially-defined glycan. It derives from a D-mannopyranose and a D-arabinofuranose. C([C@@H]1[C@H]([C@@H]([C@@H](C(O1)OC[C@@H]2[C@H]([C@@H](C(O2)O)O)O)O)O)O)O